N1C(=NC2=C1C=CC=C2)C(=O)N2[C@@H](C=1N(CC2)C(=NN1)C1=NC(=NS1)C)C (R)-(1H-benzo[d]imidazol-2-yl)(8-methyl-3-(3-methyl-1,2,4-thiadiazol-5-yl)-5,6-dihydro-[1,2,4]triazolo[4,3-a]pyrazin-7(8H)-yl)methanone